hexabutylsilanetriamine C(CCC)N([SiH](N(CCCC)CCCC)N(CCCC)CCCC)CCCC